3-[1-(1-hydroxy-2,2,6,6-tetramethylpiperidin-4-yl)indol-3-yl]-4-(1-methylindol-3-yl)-1H-pyrrole-2,5-dione ON1C(CC(CC1(C)C)N1C=C(C2=CC=CC=C12)C=1C(NC(C1C1=CN(C2=CC=CC=C12)C)=O)=O)(C)C